ClC1=C(C=CC=C1)C=1N(C2=NC(=NC(=C2N1)N1CCC(CC1)(C(=O)N)C)N(C)CC(C)(C)O)C1=CC=C(C=C1)Cl 1-[8-(2-chlorophenyl)-9-(4-chlorophenyl)-2-[(2-hydroxy-2-methyl-propyl)-methyl-amino]purin-6-yl]-4-methyl-piperidine-4-carboxamide